8-chloro-1-[4-(3-chloropyridin-2-yl)piperidin-1-yl]-5,6-dihydro-4H-[1,2,4]Triazolo[4,3-a][1]Benzazepin-5-ol ClC=1C=CC2=C(CC(CC=3N2C(=NN3)N3CCC(CC3)C3=NC=CC=C3Cl)O)C1